CN1C(C=CC=2C1=NC(=CN2)OCCNC[C@H]2CN(C(O2)=O)C2=NC1=C(SCC(N1)=O)N=C2)=O (S)-5-(((2-((5-Methyl-6-oxo-5,6-dihydropyrido[2,3-b]pyrazin-3-yl)oxy)ethyl)amino)methyl)-3-(3-oxo-3,4-dihydro-2H-pyrazino[2,3-b][1,4]thiazin-6-yl)oxazolidin-2-on